CC=1C=C(N=NC1)N1CC2(CN(C2)C=O)C1 (6-(5-methylpyridazin-3-yl)-2,6-diazaspiro[3.3]Heptane-2-yl)methanone